C(CCCCC)[NH-] HEXYLAMIDE